CC1=C(C=2N(C=C1C1=C(C=3N=C(SC3N1)C(=O)NCCN(C)C)C(C)C)N=CN2)C 5-(7,8-dimethyl-[1,2,4]triazolo[1,5-a]pyridin-6-yl)-N-(2-(dimethylamino)ethyl)-6-isopropyl-4H-pyrrolo[3,2-d]thiazole-2-carboxamide